CN1C(C(=C(C=C1C)[O-])NC(N[C@@H](CC(=O)[O-])C=1C=C(C=C(C1)C)C1=C(C=CC=C1C)C)=O)=O.[Na+].[Na+] Natrium (S)-3-(3-(1,6-Dimethyl-4-oxido-2-oxo-1,2-dihydropyridin-3-yl)ureido)-3-(2',5,6'-trimethylbiphenyl-3-yl)propanoat